3-(3-chloro-4-hydroxybenzamido)-N-(2-methoxyphenethyl)benzo[b]thiophene-2-carboxamide ClC=1C=C(C(=O)NC=2C3=C(SC2C(=O)NCCC2=C(C=CC=C2)OC)C=CC=C3)C=CC1O